C(C)[C@@H]1CN(CCN1)C(=O)OC(C)(C)C tert-butyl (3R)-3-ethylpiperazine-1-carboxylate